COC1=CC=C(C=N1)C(C(C(=O)C1=CC=CC=C1)C)=C 3-(6-methoxypyridin-3-yl)-2-methyl-1-phenylbutane-3-en-1-one